BrC=1C=NC=C(C1C(=O)O)Br 3,5-dibromo-4-pyridinecarboxylic acid